tert-butyl 4-(6-trimethylsilylhexa-2,5-diynoxy)piperidine-1-carboxylate C[Si](C#CCC#CCOC1CCN(CC1)C(=O)OC(C)(C)C)(C)C